O=C1NC(CCC1N1C(C2=CC=C(C=C2C1=O)C#CCCN1CCN(CC1)C1CCN(CC1)C1=NC=C(C(=O)N2CCC(CC2)CCCCNC(\C=C\C=2C=NC=CC2)=O)C=C1)=O)=O (E)-N-(4-(1-(6-(4-(4-(4-(2-(2,6-dioxopiperidin-3-yl)-1,3-dioxoisoindolin-5-yl)but-3-yn-1-yl)piperazin-1-yl)piperidin-1-yl)nicotinoyl)piperidin-4-yl)butyl)-3-(pyridin-3-yl)acrylamide